phenyl phosphate-disodium salt [Na+].[Na+].P(=O)(OC1=CC=CC=C1)([O-])[O-]